((1H-pyrazol-1-yl)methyl)-6-fluoro-2,3-dihydrobenzofuran-7-carbonitrile N1(N=CC=C1)CC1OC2=C(C1)C=CC(=C2C#N)F